3-(3,4,5-trimethoxybenzylidene)-5-(4-pyridyl)-N-methyl-4-piperidone COC=1C=C(C=C2CN(CC(C2=O)C2=CC=NC=C2)C)C=C(C1OC)OC